C(#N)C=1C=CC(=C(C(=O)NC2=CC(=C(C=C2)C#N)C(F)(F)F)C1)S(=O)(=O)C 5-cyano-N-(4-cyano-3-(trifluorometh-yl)phenyl)-2-(methylsulfonyl)benzamide